Tert-butyl (3S)-4-(7-(2-(difluoromethyl)-6-fluorophenyl)-6-fluoro-1-(2-isopropyl-4-methylpyridin-3-yl)-2-oxo-1,2-dihydropyrido[2,3-d]pyrimidin-4-yl)-3-methylpiperazine-1-carboxylate FC(C1=C(C(=CC=C1)F)C=1C(=CC2=C(N(C(N=C2N2[C@H](CN(CC2)C(=O)OC(C)(C)C)C)=O)C=2C(=NC=CC2C)C(C)C)N1)F)F